tert-butyl (2S,4R)-4-fluoro-2-(methoxy(methyl)carbamoyl)pyrrolidine-1-carboxylate F[C@@H]1C[C@H](N(C1)C(=O)OC(C)(C)C)C(N(C)OC)=O